3,4-dihydro-3,5-dimethyl-2H-pyrrole CC1CN=C(C1)C